3,4,5-trimethylphenyl-5-methyl-N4-(2-oxo-2,3-dihydro-1,3-benzoxazol-5-yl)-2,4-pyrimidinediamine CC=1C=C(C=C(C1C)C)C1=C(C(=NC(=N1)N)NC=1C=CC2=C(NC(O2)=O)C1)C